BrC=1C=C(SC1)S(=O)(=O)N 4-bromothiophene-2-sulfonamide